FC1=C(C#N)C=C(C=C1F)C=O 2,3-difluoro-5-formylbenzonitrile